FC=1C=C(C(=NC1)C)C1=NC=C(C=C1)CN1C2CN(CC1C2)C2=CC=C(C=N2)C2=NC(=CC(=N2)NC2=NNC(=C2)C)C 2-(6-(6-((5'-fluoro-2'-methyl-[2,3'-bipyridyl]-5-yl)methyl)-3,6-diazabicyclo[3.1.1]heptan-3-yl)pyridin-3-yl)-6-methyl-N-(5-methyl-1H-pyrazol-3-yl)pyrimidin-4-amine